((S)-1-((2R,4R)-1-((4'-carbamoyl-5-hydroxy-2'-methyl-[1,1'-biphenyl]-3-yl)methyl)-4-hydroxypyrrolidine-2-amidyl)ethyl)benzoic acid C(N)(=O)C1=CC(=C(C=C1)C1=CC(=CC(=C1)O)CN1[C@H](C[C@H](C1)O)C(=O)N[C@@H](C)C1=C(C(=O)O)C=CC=C1)C